ClC1=C2C(C(=O)N(C2=O)O)=C(C(=C1Cl)Cl)Cl 3,4,5,6-tetrachloro-N-hydroxyphthalimide